((2-cyano-6-isopropylphenyl)amino)-5-fluoro-6-(2-fluoro-6-methoxyphenyl)nicotinic acid C(#N)C1=C(C(=CC=C1)C(C)C)NC1=C(C(=O)O)C=C(C(=N1)C1=C(C=CC=C1OC)F)F